heptanesulfonate C(CCCCCC)S(=O)(=O)[O-]